[Si].[Se].[Ge] germanium-selenium-silicon